N1=CC(=CC=C1)C1=NN=C(O1)C(=O)N1[C@H](C2=C(CC1)NC=N2)C2=NN1C(C(=CC=C1)C(F)(F)F)=C2 (R)-(5-(pyridin-3-yl)-1,3,4-oxadiazol-2-yl)(4-(4-(trifluoromethyl)pyrazolo[1,5-a]pyridin-2-yl)-6,7-dihydro-1H-imidazo[4,5-c]pyridin-5(4H)-yl)methanone